Benzyl (S)-(1-(2-((tert-butoxycarbonyl)glycyl)hydrazineyl)-3-(1H-indol-3-yl)-1-oxopropan-2-yl)carbamate C(C)(C)(C)OC(=O)NCC(=O)NNC([C@H](CC1=CNC2=CC=CC=C12)NC(OCC1=CC=CC=C1)=O)=O